O1C=CC2=C1C(=CC=C2)C(/C=C/C2=CC(=C(OC(C(=O)OC(C)(C)C)(C)C)C(=C2)C)C)=O (E)-tert-butyl 2-(4-(3-(benzofuran-7-yl)-3-oxoprop-1-en-1-yl)-2,6-dimethylphenoxy)-2-methylpropanoate